FC1=C(C=CC(=C1F)OCC1COC1)NC=1C2=C(N=CN1)C=CC(=N2)N2[C@@H]1CN([C@H](C2)C1)C(C=C)=O 1-((1S,4S)-5-(4-((2,3-Difluoro-4-(oxetan-3-ylmethoxy)phenyl)amino)pyrido[3,2-d]pyrimidin-6-yl)-2,5-diazabicyclo[2.2.1]heptan-2-yl)prop-2-en-1-one